BrC=1C(=CC2=C(OCC(CN2CC2=CC=C(C=C2)F)=C)C1)C 8-bromo-5-(4-fluorobenzyl)-7-methyl-3-methylene-2,3,4,5-tetrahydrobenzo[b][1,4]oxazepine